4-(furan-2-ylmethylpiperazine-1-carbonyl)-7',8'-dihydro-6'H-spiro[cyclohexane-1,9'-furo[2,3-f]quinazoline]-7'-one O1C(=CC=C1)CC1N(CCNC1)C(=O)C1CCC2(NC(NC3=CC=C4C(=C23)OC=C4)=O)CC1